C/C=1/C(=O)OC(/C1)=O methyl-fumaric anhydride